n-BUTENE CCC=C